1-bromo-2-(difluoromethyl)-4-(heptyloxy)benzene BrC1=C(C=C(C=C1)OCCCCCCC)C(F)F